6-Cyano-N-iso-pentyl-2-methoxy-4-(4-methylpiperazin-1-yl)-1H-benzo[d]imidazole-1-carboxamide C(#N)C=1C=C(C2=C(N(C(=N2)OC)C(=O)NCCC(C)C)C1)N1CCN(CC1)C